P(OC1=C(C(=CC=C1)CCCC)CCCC)(OC1=C(C(=CC=C1)CCCC)CCCC)OC1=C(C(=CC=C1)CCCC)CCCC tri(di-n-butylphenyl) phosphite